(S)-N-(4-(4-amino-7-(1,1,1-trifluoropropan-2-yl)imidazo[5,1-f][1,2,4]triazin-5-yl)-3-cyclopropyloxybenzyl)-5-fluoro-2-methoxybenzamide NC1=NC=NN2C1=C(N=C2[C@@H](C(F)(F)F)C)C2=C(C=C(CNC(C1=C(C=CC(=C1)F)OC)=O)C=C2)OC2CC2